N-(2-chloro-4-(trifluoromethyl)phenyl)-2-(2-(cyclohept-1-en-1-yl)-5-ethyl-6-(4-(2-hydroxy-3-methylbenzoyl)piperazin-1-yl)-7-oxo-[1,2,4]triazolo[1,5-a]pyrimidin-4(7H)-yl)acetamide ClC1=C(C=CC(=C1)C(F)(F)F)NC(CN1C=2N(C(C(=C1CC)N1CCN(CC1)C(C1=C(C(=CC=C1)C)O)=O)=O)N=C(N2)C2=CCCCCC2)=O